C1(CC1)C1=CC(=C(C=C1)C1=C(N=C(N=N1)N[C@H]1CN(CCC1)C)C)OCOCC (R)-6-(4-cyclopropyl-2-(ethoxymethoxy)phenyl)-5-methyl-N-(1-methylpiperidin-3-yl)-1,2,4-triazin-3-amine